CN1CCN(CC1)CCNC(=O)NC1=CC=C(C=C1)OC1CC(C1)N1CCCCC1 1-(2-(4-methylpiperazin-1-yl)ethyl)-3-(4-(3-(piperidin-1-yl)cyclobutoxy)phenyl)urea